N-(4-(4-(4-(((2S,4R)-2-(2,4-dichlorophenyl)-2-methyl-1,3-dioxolan-4-yl)methoxy)phenyl)piperazin-1-yl)phenyl)isonicotinamide ClC1=C(C=CC(=C1)Cl)[C@]1(OC[C@H](O1)COC1=CC=C(C=C1)N1CCN(CC1)C1=CC=C(C=C1)NC(C1=CC=NC=C1)=O)C